methyl 3-[7-fluoro-2-(4-fluorophenyl)-5-methyl-1H-indol-3-yl]propanoate FC=1C=C(C=C2C(=C(NC12)C1=CC=C(C=C1)F)CCC(=O)OC)C